C(C)(=O)OCC=1N(C(NC(C1Cl)=O)=O)COCC[Si](C)(C)C (5-chloro-2,6-dioxo-3-{[2-(trimethylsilyl)ethoxy]methyl}-1H-pyrimidin-4-yl)methyl acetate